p-Cresol-d7 [2H]C1=C(C(=C(C(=C1C([2H])([2H])[2H])[2H])[2H])O)[2H]